ClC1=CC=C(C=C1)[C@H](C(=O)N1CC2=NN(C=C2[C@H]1CO)C=1C2=C(N=CN1)NC=C2)CNC(C)C (S)-2-(4-chlorophenyl)-1-((S)-4-(hydroxymethyl)-2-(7H-pyrrolo[2,3-d]pyrimidin-4-yl)-2,6-dihydropyrrolo[3,4-c]pyrazol-5(4H)-yl)-3-(isopropylamino)propan-1-one